C(C)(C)(C)N(C(=O)OC(C(O)CO)C(CCCCCCC)=O)[C@@H]1CN(CCC1)C1=CC=C(C=C1)N Caprylyl-glycerol tert-butyl-(S)-(1-(4-aminophenyl)piperidin-3-yl)carbamate